NC1=CC=C(C=C1)C1=CC=C(C=C1)C1=CC=C(C=C1)N 4,4''-diamino-[1,1':4',1'']terphenyl